NC1=NC(=C2C(=N1)N(N=C2)CC(=O)NC2=CC(=NN2CC)C)NC2=CC=C(C=C2)N 2-(6-amino-4-((4-aminophenyl)amino)-1H-pyrazolo[3,4-d]pyrimidin-1-yl)-N-(1-ethyl-3-methyl-1H-pyrazol-5-yl)acetamide